tert-butyl rac-(1-(5-fluoro-4-iodopyridin-2-yl)-2-methoxy-2-methylpropyl)carbamate FC=1C(=CC(=NC1)[C@H](C(C)(C)OC)NC(OC(C)(C)C)=O)I |r|